C(OC[C@H]1O[C@@]([C@@H]2OC(CC(CC(O[C@@H]21)=O)(C)C)=O)(C#N)C2=CC=C1C(=NC=NN12)N)(OC(CF)CF)=O ((7aR,8R,10R,10aR)-10-(4-aminopyrrolo[2,1-f][1,2,4]triazin-7-yl)-10-cyano-4,4-dimethyl-2,6-dioxooctahydro-2H-furo[3,4-b][1,4]dioxonin-8-yl)methyl (1,3-difluoropropan-2-yl) carbonate